2-[7-[[5-(trifluoromethyl)pyrazin-2-yl]methyl]-2,7-diazaspiro[3.4]octane-2-carbonyl]-7-oxa-2,5-diazaspiro[3.4]octan-6-one FC(C=1N=CC(=NC1)CN1CCC2(CN(C2)C(=O)N2CC3(C2)NC(OC3)=O)C1)(F)F